BrC1=CC=C2CCN(CC2=C1)C(=O)OC(C)(C)C tert-Butyl 7-bromo-3,4-dihydroisoquinoline-2(1H)-carboxylate